C(\C=C/CCCC)=O (2Z)-2-heptenal